N[C@@H]1C2=CC=CC=C2CC12CCN(CC2)C=2NC(C1=C(N2)NN=C1C1(CC1)C1=CC=C(C=C1)OC)=O (S)-6-(1-amino-1,3-dihydrospiro[indene-2,4'-piperidin]-1'-yl)-3-(1-(4-methoxyphenyl)cyclopropyl)-1,5-dihydro-4H-pyrazolo[3,4-d]pyrimidin-4-one